1,1,1-trifluoro-N-phenyl-N-[(trifluoromethyl)sulfonyl]methanesulfonamide 1-(4-methoxyphenyl)-2-(1-methyl-1H-benzo[d]imidazol-2-yl)vinyl-4-methoxybenzoate COC1=CC=C(C=C1)C(=CC1=NC2=C(N1C)C=CC=C2)OC(C2=CC=C(C=C2)OC)=O.FC(S(=O)(=O)N(S(=O)(=O)C(F)(F)F)C2=CC=CC=C2)(F)F